Tert-butyl(2-((2-(4-(4-((3-carbamoyl-6-(piperidin-1-yl)pyrazin-2-yl)amino)phenyl)piperidin-1-yl)-2-oxoethyl)amino)ethyl)carbamate C(C)(C)(C)OC(NCCNCC(=O)N1CCC(CC1)C1=CC=C(C=C1)NC1=NC(=CN=C1C(N)=O)N1CCCCC1)=O